ClC=1C(=C(C=CC1)NC1=NC=CC=2C(=C(C=CC12)C)N)F N1-(3-chloro-2-fluoro-phenyl)-6-methyl-isoquinoline-1,5-diamine